(R)-3-hydroxy-1-methyl-3-(3-(2-(1-(phenylsulfonyl)-1H-pyrrolo[2,3-b]pyridin-3-yl)thiazol-4-yl)phenyl)-1H-pyrrolo[3,2-b]pyridin-2(3H)-one O[C@]1(C(N(C=2C1=NC=CC2)C)=O)C2=CC(=CC=C2)C=2N=C(SC2)C2=CN(C1=NC=CC=C12)S(=O)(=O)C1=CC=CC=C1